5-((2-chloro-4-fluorobenzyl)oxy)octahydrocyclopenta[c]pyrrole 2,2,2-trifluoroacetate FC(C(=O)O)(F)F.ClC1=C(COC2CC3C(CNC3)C2)C=CC(=C1)F